C(#N)C1=C(C=C(OC2(C(CC2(C)C)(C)C)[C@@]2(NN=C(C=C2)N2C[C@@H](OCC2)CO)NC=O)C=C1)OC (1r,3R)-3-((4-cyano-3-methoxyphenoxy)-2,2,4,4-tetramethylcyclobutyl)-6-((R)-2-(hydroxymethyl)morpholino)pyridazine-3-ylFormamide